tert-butyl methyl(4-methyl-5-(4,4,5,5-tetramethyl-1,3,2-dioxaborolan-2-yl)pyridin-2-yl)carbamate CN(C(OC(C)(C)C)=O)C1=NC=C(C(=C1)C)B1OC(C(O1)(C)C)(C)C